2-(4-hydroxymethylbenzyl)-2-(dimethylamino)-1-(4-morpholinylphenyl)butan-1-one OCC1=CC=C(CC(C(=O)C2=CC=C(C=C2)N2CCOCC2)(CC)N(C)C)C=C1